NCCCCCNC(=O)C1=CN(CCS1=O)C=1C2=C(N=CN1)NC=C2 N-(5-aminopentyl)-4-(7H-pyrrolo[2,3-d]pyrimidin-4-yl)-3,4-dihydro-2H-1,4-thiazine-6-carboxamide 1-oxide